(p-hydroxy-phenyl)acetic acid OC1=CC=C(C=C1)CC(=O)O